C(OC1=C(C=C(C=C1)OC)C(C)(C)C)(OC)=O tert-butyl-4-methoxyphenyl methyl carbonate